C12(CC3CC(CC(C1)C3)C2)CN2N=CC(=C2C)C2=C(C=3C=CC(=NC3C=C2)NC=2SC(=CN2)C(NS2SC3=C(N2)C=CC=C3)=O)C(=O)OC methyl 6-(1-(adamantan-1-ylmethyl)-5-methyl-1H-pyrazol-4-yl)-2-((5-(benzodithiazol-2-ylcarbamoyl)thiazol-2-yl)amino)quinoline-5-carboxylate